2-fluoropropanoic acid FC(C(=O)O)C